C12(CC3CC(CC(C1)C3)C2)CN2N=CC(=C2C)C2=C(C=3N(C=C2)C(=CN3)NC3=NC=CC=C3C(NC=3SC2=C(N3)C=CC=C2)=O)C(=O)OC methyl 7-(1-(adamantan-1-ylmethyl)-5-methyl-1H-pyrazol-4-yl)-3-((3-(benzo[d]thiazol-2-ylcarbamoyl)pyridin-2-yl)amino)imidazolo[1,2-a]pyridine-8-carboxylate